6-(4-Amino-2,6-dichlorophenoxy)-2-(3-chloro-4-fluorobenzyl)-3,4-dihydroisoquinoline NC1=CC(=C(OC=2C=C3CCN(CC3=CC2)CC2=CC(=C(C=C2)F)Cl)C(=C1)Cl)Cl